2-ethynyl-5-methoxy-1-benzofuran C(#C)C=1OC2=C(C1)C=C(C=C2)OC